1-(4-(2,3-Dimethylphenyl)piperidin-1-yl)-2-(3-((3R,4R)-3-fluoro-4-hydroxypiperidin-1-carbonyl)-5,6-dihydrocyclopenta[c]pyrazol-1(4H)-yl)ethanon CC1=C(C=CC=C1C)C1CCN(CC1)C(CN1N=C(C2=C1CCC2)C(=O)N2C[C@H]([C@@H](CC2)O)F)=O